FC1(C(C(C(C(C1)(Cl)F)(Cl)F)(F)F)(F)F)F octafluorodichlorobenzene